(3-allyloxy-3-oxopropyl)-malonic acid di-tert-butyl ester C(C)(C)(C)OC(C(C(=O)OC(C)(C)C)CCC(=O)OCC=C)=O